BrCCC1CCN(CC1)C(=O)OC(C)(C)C tert-Butyl 4-(2-bromoethyl)piperidine-1-carboxylate